FC(C1=C(C=C2CCCN(C2=C1)C1=NC(=CC2=CC=C(C=C12)N1C(OCC1)=O)C(=O)O)C=1C=NN(C1)C)F 1-[7-difluoromethyl-6-(1-methyl-1H-pyrazol-4-yl)-3,4-dihydro-2H-quinolin-1-yl]-7-(2-oxo-oxazolidine-3-yl)-isoquinoline-3-carboxylic acid